C(CCC#C)NC(OC(C)(C)C)=O tert-butyl N-(pent-4-yn-1-yl)carbamate